methyl 3-(((5-amino-1,3,4-thiadiazol-2-yl)oxy)methyl)bicyclo(1.1.1)pentane-1-carboxylate NC1=NN=C(S1)OCC12CC(C1)(C2)C(=O)OC